C(C)(=O)OC[C@H]1O[C@H](CC[C@@H]1OC(C)=O)N1C(NC=CC1=O)=O ((2R,3S,6R)-3-acetoxy-6-(2,6-dioxo-3,6-dihydropyrimidin-1(2H)-yl)tetrahydro-2H-pyran-2-yl)methyl acetate